ClCC=1C=CC2=C3CCCCC3=CN=C2C1 3-chloromethyl-7,8,9,10-tetrahydrophenanthridin